5-methoxy-4-(methoxycarbonyl)thiazole-2-carboxylic acid COC1=C(N=C(S1)C(=O)O)C(=O)OC